O(C=1C=C(C=CC1)C#C)C=1C=C(C=CC1)C#C 3,3'-oxybis(ethynylbenzene)